mercapto-L-fucose SC(=O)[C@@H](O)[C@H](O)[C@H](O)[C@@H](O)C